BrC=1C=CC(=NC1)C(C[C@H]1OCCCC1)N1N=CC(=C1)C1=CC=C(C=C1)NC(OC)=O |o1:9| methyl (4-(1-(1-(5-bromopyridin-2-yl)-2-((S*)-tetrahydro-2H-pyran-2-yl)ethyl)-1H-pyrazol-4-yl)phenyl)carbamate